C(C)OC(N(C1=NC=C(N=C1)C=1C=NC(=NC1)OC)[C@@H]1CC[C@H](CC1)NC1=NC=C(C(=N1)C1=NNC=C1Cl)C#N)=O ethyl(trans-4-((4-(4-chloro-1H-pyrazol-3-yl)-5-cyanopyrimidin-2-yl)amino)cyclohexyl)(5-(2-methoxypyrimidin-5-yl)pyrazin-2-yl)carbamate